NC=1C=C(C=CC1O)C(C(F)(F)F)(C(F)(F)F)C1=CC(=C(C=C1)O)N 2,2-Bis-(3-amino-4-hydroxyphenyl)hexafluoropropane